1-(4-methylbenzyl)-5-nitro-1H-indole-3-carbonitrile CC1=CC=C(CN2C=C(C3=CC(=CC=C23)[N+](=O)[O-])C#N)C=C1